4-chloro-7,9-dimethylpyrido[3',2':4,5]Furano[3,2-d]Pyrimidine ClC=1C2=C(N=CN1)C1=C(O2)N=C(C=C1C)C